1-((R)-2-(3-((2-((3S,4R)-3-fluoro-4-methoxypiperidin-1-yl)pyrimidin-4-yl)amino)-8-(3-((methylsulfonyl)methyl)azetidin-1-yl)isoquinolin-5-yl)piperidin-1-yl)prop-2-en-1-one F[C@H]1CN(CC[C@H]1OC)C1=NC=CC(=N1)NC=1N=CC2=C(C=CC(=C2C1)[C@@H]1N(CCCC1)C(C=C)=O)N1CC(C1)CS(=O)(=O)C